C(C)N1C(=NC2=C(C1=O)C=NC=C2)[C@@H](CCC)N2CCNC[C@@H](C2)C 3-Ethyl-2-((R)-1-((S)-6-methyl-1,4-diazepan-1-yl)butyl)pyrido[4,3-d]pyrimidin-4(3H)-one